C1(CCCC1)C1=NOC2=C1N=C(N=C2N2CCOCC2)C2=CC=C(C#N)C=C2 4-(3-cyclopentyl-7-morpholinoisoxazolo[4,5-d]pyrimidin-5-yl)benzonitrile